C(C)(C)(C)OC(=O)C12C(NCC2C1)C(=O)O (tert-butoxycarbonyl)-3-azabicyclo[3.1.0]hexane-2-carboxylic acid